(2R)-2-Amino-3-cyclopentyl-N-[4-(1H-pyrrolo[2,3-b]pyridin-4-yl)phenyl]propenamide NC(C(=O)NC1=CC=C(C=C1)C1=C2C(=NC=C1)NC=C2)=CC2CCCC2